NC(CN1CCC(CC1)C=1C=C2C(=C(N(C2=CC1)C(=O)OCCl)C=1C(=C(C=2N(C1)N=CN2)C)C)C(C)C)=O chloromethyl 5-(1-(2-amino-2-oxoethyl)piperidin-4-yl)-2-(7,8-dimethyl-[1,2,4]triazolo[1,5-a]pyridin-6-yl)-3-isopropyl-1H-indole-1-carboxylate